(S)-2-(4-(6-((4-chloro-2-fluorobenzyl)oxy)-3-fluoropyridin-2-yl)-2-fluorobenzyl)-1-(oxetan-2-ylmethyl)-1H-benzo[d]imidazole-6-carboxylic acid ClC1=CC(=C(COC2=CC=C(C(=N2)C2=CC(=C(CC3=NC4=C(N3C[C@H]3OCC3)C=C(C=C4)C(=O)O)C=C2)F)F)C=C1)F